ClC=1C(=C(C(=NC1C)C(C)Cl)CCl)C 5-chloro-2-(1-chloroethyl)-3-(chloromethyl)-4,6-dimethylpyridine